Naphthalenesulphonate sodium [Na+].C1(=CC=CC2=CC=CC=C12)S(=O)(=O)[O-]